4-acetylphenyl alcohol borate B(O)(O)OC1=CC=C(C=C1)C(C)=O